6-chloropyridazine-3-carboxylic acid ClC1=CC=C(N=N1)C(=O)O